BrC=1C=CC(=NC1)C#N 5-bromo-2-pyridinecarbonitrile